C(CC(=O)C)(=O)OCC.[Ga] gallium ethyl acetoacetate